6-benzyloxy-10,10-dimethyl-17-nitro-6,15-bis(trifluoromethyl)-19-oxa-3,4,13,18-tetraazatricyclo[12.3.1.12,5]nonadeca-1(18),2,4,14,16-pentaene C(C1=CC=CC=C1)OC1(C2=NN=C(C=3C(=CC(=C(NCCC(CCC1)(C)C)N3)C(F)(F)F)[N+](=O)[O-])O2)C(F)(F)F